BrC=1C(=C(C(=CC1)CO)CO)F [3-bromo-2-fluoro-6-(hydroxymethyl)phenyl]methanol